[Pt].C(=C)[Si](O[Si](C)(C)C)(C)C=C divinyl-tetramethyl-disiloxane platinum salt